C(C1=CC=CC=C1)SC=1N=C2C(=NC1)N(CC21CC(C1)(C)C)C1=CC(=C(C=C1)Cl)F 2'-(benzylthio)-5'-(4-chloro-3-fluorophenyl)-3,3-dimethyl-5',6'-dihydrospiro[cyclobutane-1,7'-pyrrolo[2,3-b]pyrazine]